5-[[2-(tert-butylsulfamoylamino)-3-fluoropyridin-4-yl]methyl]-3,4-difluoro-2-(2-fluoro-4-iodoanilino)benzamide C(C)(C)(C)NS(=O)(=O)NC1=NC=CC(=C1F)CC=1C(=C(C(=C(C(=O)N)C1)NC1=C(C=C(C=C1)I)F)F)F